5-Amino-1-ethyl-8-(2-furyl)-3-[2-[4-[4-(2-methoxyethoxy)phenyl]piperazin-1-yl]ethyl][1,2,4]triazolo[5,1-f]purin-2-one NN1C=NC(=C2N3C(N=C12)N(C(N3CC)=O)CCN3CCN(CC3)C3=CC=C(C=C3)OCCOC)C=3OC=CC3